2,6-di-tert-butyl-4-(3,9-difluoropyrido[1,2-a]indol-10-yl)phenol C(C)(C)(C)C1=C(C(=CC(=C1)C1=C2N(C3=CC(=CC=C13)F)C=CC=C2F)C(C)(C)C)O